[N+](=O)([O-])CCC1C(OCC1)=O 3-(2-nitroethyl)tetrahydrofuran-2-one